2,4,6-Trimethyl-1,3,5-trioxane CC1OC(OC(O1)C)C